N1N=CC(=C1)CNC(=O)NC1=CC=C(C=C1)NC=1SC=C(N1)C=1C=C(C=CC1)C 1-(1H-Pyrazol-4-ylmethyl)-3-[4-(4-m-tolyl-thiazol-2-ylamino)-phenyl]-urea